2-methyl-4-(4-(4,4,5,5-tetramethyl-1,3,2-dioxaborolane-2-yl)phenoxy)butan-2-ol CC(C)(CCOC1=CC=C(C=C1)B1OC(C(O1)(C)C)(C)C)O